N(=[N+]=[N-])C1=C(C(=C(C(=O)OCC(COC(C2=C(C(=C(C(=C2F)F)N=[N+]=[N-])F)F)=O)(COC(C2=C(C(=C(C(=C2F)F)N=[N+]=[N-])F)F)=O)COC(C2=C(C(=C(C(=C2F)F)N=[N+]=[N-])F)F)=O)C(=C1F)F)F)F 2,2-bis(((4-azido 2,3,5,6-tetrafluorobenzoyl)oxy)methyl)propane-1,3-diyl bis(4-azido-2,3,5,6-tetrafluorobenzoate)